FC1=CC=C(C2=C1N=C(S2)NC(CCNC2=NC=CC1=CC=C(C=C21)C2=NOC(=N2)C)=O)OCCC N-(4-fluoro-7-propoxybenzo[d]thiazol-2-yl)-3-((7-(5-methyl-1,2,4-oxadiazol-3-yl)isoquinolin-1-yl)amino)propanamide